(3-cyano-4,5,6,7-tetrahydrobenzo[b]thiophen-2-yl)glycine C(#N)C=1C2=C(SC1NCC(=O)O)CCCC2